[Cl-].C(C)(C)C1=C(C(=CC=C1)C(C)C)C1=CC=CC=2N1C=[N+](C2)C2=C(C=C(C=C2C)C)C 5-(2,6-diisopropylphenyl)-2-mesitylimidazo[1,5-a]pyridin-2-ium chloride